2-dibutylamino-4-hexadecyloxy-6-(3-triethoxysilylpropyl)amino-1,3,5-triazine C(CCC)N(C1=NC(=NC(=N1)OCCCCCCCCCCCCCCCC)NCCC[Si](OCC)(OCC)OCC)CCCC